CC(C(C=O)C)C 3-methyl-2-methyl-butyraldehyde